5-(1-((benzyloxy)methyl)-2-oxabicyclo[2.2.2]octan-4-yl)-1H-pyrazole-3-carboxylate C(C1=CC=CC=C1)OCC12OCC(CC1)(CC2)C2=CC(=NN2)C(=O)[O-]